OC(CN(CC(CCCN(CC(C)O)CC(C)O)C)CC(C)O)C N,N,N',N'-Tetrakis(2-hydroxypropyl)-2-methyl-pentamethylendiamin